(S)-2-chloro-N-(5-(2-methylthiazol-5-yl)-2-((oxetan-2-ylmethyl)amino)phenyl)acetamide ClCC(=O)NC1=C(C=CC(=C1)C1=CN=C(S1)C)NC[C@H]1OCC1